6-(2-methyl-2H-indazol-5-yl)-2-[(2,2,6,6-tetramethylpiperidin-4-yl)oxy]-1,3-benzothiazole CN1N=C2C=CC(=CC2=C1)C1=CC2=C(N=C(S2)OC2CC(NC(C2)(C)C)(C)C)C=C1